4-((R)-4-isopropyl-2,5-dioxo-imidazolidin-4-yl)benzoyl chloride C(C)(C)[C@@]1(NC(NC1=O)=O)C1=CC=C(C(=O)Cl)C=C1